[O].[Fe].[Ni].O water nickel iron oxygen